ClC=1C(=C(C=C(C1)Cl)S(=O)(=O)NC=1C=C(C=CC1OC)C1=CC=CC=C1)O 3,5-dichloro-2-hydroxy-N-(4-methoxy[1,1'-biphenyl]-3-yl)-benzenesulfonamide